ClC1=CC=C(C=C1)[C@@]1(N(C(C2=CC(=CC(=C12)F)C(C)(C)O)=O)CC1=CC=C(C=N1)C#N)OCC1(CC1)O 6-{[(1R)-1-(4-Chlorophenyl)-7-fluoro-1-[(1-hydroxycyclopropyl)methoxy]-5-(2-hydroxypropan-2-yl)-3-oxo-2,3-dihydro-1H-isoindol-2-yl]methyl}pyridin-3-carbonitril